2-(1,3-dimethyl-8-(methylsulfanyl)-2,6-dioxo-2,3-dihydro-1H-purin-7(6H)-yl)acetamide CN1C(N(C=2N=C(N(C2C1=O)CC(=O)N)SC)C)=O